1,3-butylene glycol Diacrylate C(C=C)(=O)OCCC(C)OC(C=C)=O